tert-butyl 4-[4-[(2,6-dioxo-3-piperidyl)amino]phenyl]-2,2-dimethyl-piperidine-1-carboxylate O=C1NC(CCC1NC1=CC=C(C=C1)C1CC(N(CC1)C(=O)OC(C)(C)C)(C)C)=O